C(=C)[Si](Cl)(C=C)C=C trivinyl-chlorosilane